6-(2-(3-fluoro-4-methoxyphenyl)-2-hydroxyacetyl)-2-(1-(4-fluorophenyl)cyclopropyl)-5,6,7,8-tetrahydropyrido[4,3-d]pyrimidin-4(3H)-one FC=1C=C(C=CC1OC)C(C(=O)N1CC2=C(N=C(NC2=O)C2(CC2)C2=CC=C(C=C2)F)CC1)O